ClC1=C(C=CC(=C1)Cl)C1=CC2=C(N=C(N=C2)NC2=CC(=C(C=C2)N2CCN(CC2)C)F)N2C1=NCC2 6-(2,4-dichlorophenyl)-N-(3-fluoro-4-(4-methylpiperazin-1-yl)phenyl)-8,9-dihydroimidazo[1',2':1,6]pyrido[2,3-d]pyrimidin-2-amine